6-methoxy-2-methyl-N-(oxazol-2-yl)quinoline-8-carboxamide COC=1C=C2C=CC(=NC2=C(C1)C(=O)NC=1OC=CN1)C